C(C)(C)(C)OC(=O)N1CCC2(CCC2C2=NC(=CC=C2)C(F)(F)F)CC1 (6-(trifluoromethyl)pyridin-2-yl)-7-azaspiro[3.5]nonane-7-carboxylic acid tert-butyl ester